ethyl 4-[(3R)-3-{[(tert-butoxy)carbonyl]amino}pyrrolidin-1-yl]butanoate C(C)(C)(C)OC(=O)N[C@H]1CN(CC1)CCCC(=O)OCC